ClC1=C(C=NN1C1CCS(CC1)(=N)=O)NC1=NC=C(C(=N1)NC1=C(C=CC=C1)COC)C(F)(F)F (1s,4s)-4-(5-chloro-4-((4-((2-(methoxymethyl)phenyl)amino)-5-(trifluoromethyl)pyrimidin-2-yl)amino)-1H-pyrazol-1-yl)-1-iminohexahydro-1λ6-thiopyran 1-oxide